6,7-dimethoxy-3-methylbenzofuran COC1=C(C2=C(C(=CO2)C)C=C1)OC